(E)-5-(3-fluoro-4-((4-methylpyrimidin-2-yl)oxy)phenyl)-6-(6-(3-methoxyprop-1-en-1-yl)-4-methylpyridin-3-yl)-7-methyl-7H-pyrrolo[2,3-d]pyrimidin-4-amine FC=1C=C(C=CC1OC1=NC=CC(=N1)C)C1=C(N(C=2N=CN=C(C21)N)C)C=2C=NC(=CC2C)\C=C\COC